2,2,3,3,4,4,4-heptafluorobutyl acrylate C(C=C)(=O)OCC(C(C(F)(F)F)(F)F)(F)F